NC1=NC(C2=C(N1)NC=C2Br)=O 2-amino-5-bromo-1H-pyrrolo[2,3-d]pyrimidin-4(7H)-one